OB1OC2=C([C@H]3[C@@H]1C3)C=CC(=C2C(=O)O)OC2CN(C2)C(CC=2N=CNC2)=O (1aS,7bR)-2-hydroxy-5-({1-[(1H-imidazol-4-yl)acetyl]azetidin-3-yl}oxy)-1,1a,2,7b-tetrahydrocyclopropa[c][1,2]benzoxaborinine-4-carboxylic acid